4-(cyclohexyloxy)-2-cyclopentyl-N-(4-(methylsulfonyl)but-3-en-2-yl)pyrimidine-5-carboxamide thioarsenite [As](S)(O)O.C1(CCCCC1)OC1=NC(=NC=C1C(=O)NC(C)C=CS(=O)(=O)C)C1CCCC1